ClC1=NNC2=C(C=CC(=C12)OC1=C(C#N)C=CC=C1)S(=O)(=O)C(F)(F)F [3-Chloro-7-(trifluoromethylsulfonyl)-1H-indazol-4-yloxy]benzonitrile